C(C)(C)(C)N1C(N(C(=NC1=O)SCC)C([2H])([2H])C1=C(C=C(C(=C1)F)F)F)=O 3-(tert-butyl)-6-(ethylsulfanyl)-1-((2,4,5-trifluorophenyl)methyl-d2)-1,3,5-triazine-2,4(1H,3H)-dione